[Cl-].[Cl-].[Cl-].C(C)C1(C=CC=C1)[Zr+3] (ethylcyclopentadienyl)zirconium trichloride